2-(6-amino-5-(8-(2-(3-(3-aminopyrrolidin-1-yl)prop-1-yn-1-yl)pyridin-4-yl)-3,8-diazabicyclo[3.2.1]octan-3-yl)pyridazin-3-yl)phenol NC1=C(C=C(N=N1)C1=C(C=CC=C1)O)N1CC2CCC(C1)N2C2=CC(=NC=C2)C#CCN2CC(CC2)N